2-chloro-3-fluoro-imidazol ClC1=NC=CN1F